ClC1=CC=C(C(=N1)C(=O)O)N[C@H](C)C=1C=C(C=C2C(N(C(=NC12)N1CCC(CC1)C(F)F)C)=O)C (R)-6-chloro-3-((1-(2-(4-(difluoromethyl)piperidin-1-yl)-3,6-dimethyl-4-oxo-3,4-dihydroquinazolin-8-yl)ethyl)amino)picolinic acid